OC12C(C=3C=C(SC3N=C2N(CC1)C1=CC=CC=C1)C)=O 9-Hydroxy-5-methyl-12-phenyl-4-thia-2,12-diazatricyclo[7.3.0.03,7]dodeca-1,3(7),5-triene-8-one